6-methoxy-2-phenyl-4-(diphenylphosphinoyl)-4H-chromene COC=1C=C2C(C=C(OC2=CC1)C1=CC=CC=C1)P(=O)(C1=CC=CC=C1)C1=CC=CC=C1